C(C)(C)(C)OC(=O)N[C@@](C(=O)OC(C)C)(CCCC)C Isopropyl (R)-2-((tert-butoxycarbonyl)amino)-2-methylhexanoate